4-phenylthieno[3,2-C]pyridoN C1(=CC=CC=C1)C1=NC=CC2=C1C=CS2=O